CC1(C(C1(C)C)C(=O)OCC1=C(C(=C(C(=C1C)F)C)F)C)C 3,5-difluoro-2,4,6-trimethylbenzyl 2,2,3,3-tetramethylcyclopropanecarboxylate